N(C(=N)N)N[C@@H](C(C)C)C(=O)[O-] guanidinovalinate